N-(3-fluoro-4-(1-ethyl-6-(1H-pyrazol-4-yl)-1H-indazol-5-yloxy)phenyl)-1-(4-fluorophenyl)-6-isopropoxy-2-oxo-1,2-dihydropyridine-3-carboxamide FC=1C=C(C=CC1OC=1C=C2C=NN(C2=CC1C=1C=NNC1)CC)NC(=O)C=1C(N(C(=CC1)OC(C)C)C1=CC=C(C=C1)F)=O